OC=1C(N(C(NC1)=O)C)=O 5-hydroxy-3-methyluracil